FCC(CI)(F)F 1,2,2-trifluoro-3-iodo-propane